2-[3-methyl-4-(1-methyl-4-piperidyl)anilino]-4-[[(7R)-7-ethyl-7-hydroxy-5,6-dihydrocyclopenta[b]pyridin-2-yl]amino]pyrimidine-5-carbonitrile CC=1C=C(NC2=NC=C(C(=N2)NC2=CC=C3C(=N2)[C@@](CC3)(O)CC)C#N)C=CC1C1CCN(CC1)C